N-({5-chloro-6-[5-(methylamino)-2-pyridyl]-2-indolyl}methyl)acetamide ClC=1C=C2C=C(NC2=CC1C1=NC=C(C=C1)NC)CNC(C)=O